OC=1C=CC=C2C(=CC=C(C12)C=O)OC 8-hydroxy-4-methoxynaphthalene-1-carbaldehyde